3-[4-[3-[[(3R,4S)-3-fluoro-4-piperidyl]oxymethyl]azetidin-1-yl]-3-methyl-2-oxo-benzimidazol-1-yl]piperidine-2,6-dione F[C@@H]1CNCC[C@@H]1OCC1CN(C1)C1=CC=CC=2N(C(N(C21)C)=O)C2C(NC(CC2)=O)=O